C(C)O[Si](NC(=O)N)(OCC)OCC N-(triethoxysilyl)-urea